COC=1C=C(C=CC1)C1=CC(=CC=C1)CCC1=CC=CC=N1 6-[2-(3'-METHOXYBIPHENYL-3-YL)ETHYL]PYRIDIN